2-[1-(3-fluorophenyl)-1H-pyrazol-4-yl]acetic acid FC=1C=C(C=CC1)N1N=CC(=C1)CC(=O)O